2,3-dimethyl-benzyl alcohol CC1=C(CO)C=CC=C1C